[Na+].C(CCCCCCCCCCC)(=O)[O-] dodecanoic acid, sodium salt